tert-butyl 4-((4-(5-(2,4-dioxotetrahydropyrimidin-1(2H)-yl)-1H-indol-1-yl)piperidin-1-yl)methyl)piperidine-1-carboxylate O=C1N(CCC(N1)=O)C=1C=C2C=CN(C2=CC1)C1CCN(CC1)CC1CCN(CC1)C(=O)OC(C)(C)C